bicyclo[3.1.0]hexane-2-one C12C(CCC2C1)=O